C(C)OC(=O)C=1N=NN(C1)C(C)C1=CC=C2C3(CN(CC2=C1)C(=O)OC(C)(C)C)CC3 tert-Butyl 7'-(1-(4-(ethoxycarbonyl)-1H-1,2,3-triazol-1-yl)ethyl)-1'H-spiro[cyclopropane-1,4'-isoquinoline]-2'(3'H)-carboxylate